5-bromo-2-(2,4-dichlorophenyl)-1-(benzenesulfonyl)-1H-pyrrole-3-carbonitrile BrC1=CC(=C(N1S(=O)(=O)C1=CC=CC=C1)C1=C(C=C(C=C1)Cl)Cl)C#N